C(C)(C)(C)OC(=O)C12NCCC(NC1)C2 2,6-diazabicyclo[3.2.1]octane-1-carboxylic acid tert-butyl ester